C(C)(C)N(C(C)C)CC N,N-Diisopropylethylamin